2,2',2'',2'''-[Ethane-1,2-diylbis(oxy-2,1-phenylenenitrilo)]tetraacetic acid C(COC1=C(C=CC=C1)N(CC(=O)O)CC(=O)O)OC1=C(C=CC=C1)N(CC(=O)O)CC(=O)O